C(C)(C)N1C(=NN=C1)C1=CC=CC(=N1)NC(=O)NC1=NC=C(C2=CC=CC=C12)C(C)C 1-(6-(4-isopropyl-4H-1,2,4-triazol-3-yl)pyridin-2-yl)-3-(4-isopropylisoquinolin-1-yl)urea